7-methoxy-2-methylbenzofuran-5-carbaldehyde COC1=CC(=CC=2C=C(OC21)C)C=O